FC=1C=CC(=C(C1)C(C)NC1=NC=2N(C=C1)N=CC2C=2C=NN(C2)S(=O)(=O)C)OCCF N-(1-(5-fluoro-2-(2-fluoroethoxy)phenyl)ethyl)-3-(1-(methylsulfonyl)-1H-pyrazol-4-yl)pyrazolo[1,5-a]pyrimidine-5-amine